CC[C@H]1C(=O)N(CC(=O)N([C@H](C(=O)N[C@H](C(=O)N([C@H](C(=O)N[C@H](C(=O)N[C@@H](C(=O)N([C@H](C(=O)N([C@H](C(=O)N([C@H](C(=O)N([C@H](C(=O)N1)[C@@H]([C@H](C)C/C=C/C)O)C)C(C)C)C)CC(C)C)C)CC(C)C)C)C)C)CC(C)C)C)C(C)C)CC(C)C)C)C The molecule is a cyclic nonribosomal peptide of eleven amino acids; an immunosuppressant drug widely used in post-allogeneic organ transplant to reduce the activity of the patient's immune system, and therefore the risk of organ rejection. Also causes reversible inhibition of immunocompetent lymphocytes in the G0- and G1-phase of the cell cycle. It has a role as an antifungal agent, an antirheumatic drug, a dermatologic drug, an immunosuppressive agent, a metabolite, a carcinogenic agent, an anti-asthmatic drug, an EC 3.1.3.16 (phosphoprotein phosphatase) inhibitor and an anticoronaviral agent.